NC=1C(=NC(=CN1)C1=C(C=C(C=C1)N1CC(CC1)N(C)C)F)C=1C=C2CCNC(C2=CC1)=O 6-(3-amino-6-(4-(3-(dimethylamino)pyrrolidin-1-yl)-2-fluorophenyl)pyrazin-2-yl)-3,4-dihydroisoquinolin-1(2H)-one